1-(5-(6-(pyrrolidin-1-yl)pyrazin-2-yl)-1,3,4-thiadiazol-2-yl)ethan-1-one N1(CCCC1)C1=CN=CC(=N1)C1=NN=C(S1)C(C)=O